N1[C@@H]2[C@H](NC(C1=O)=O)COC2 cis-Tetrahydrofuro[3,4-b]pyrazine-2,3(1H,4H)-dione